BrC1=CC(=C(C=C1F)NS(=O)(=O)C1=CNC=2C(N(C=CC21)C)=O)F N-(4-bromo-2,5-difluorophenyl)-6-methyl-7-oxo-6,7-dihydro-1H-pyrrolo[2,3-c]pyridine-3-sulfonamide